NC=1C=C(C=CC1)[C@H]1C2=C(N(C([C@@H]1NC(C1=CC(=CC=C1)C(F)(F)F)=O)=O)CCO[Si](C)(C)C(C)(C)C)N(N=C2C)C2=CC=CC=C2 |r| N-[rac-(4S,5R)-4-(3-aminophenyl)-7-[2-[tert-butyl-(dimethyl)silyl]oxyethyl]-3-methyl-6-oxo-1-phenyl-4,5-dihydropyrazolo[3,4-b]pyridin-5-yl]-3-(trifluoromethyl)benzamide